Phenyl-(S)-2-(8-(5-(4-(piperazin-1-ylmethyl)piperidin-1-yl)pyrimidin-2-yl)-6,6a,7,8,9,10-hexahydro-5H-pyrazino[1',2':4,5]pyrazino[2,3-c]pyridazin-2-yl)phenol C1(=CC=CC=C1)C=1C(=C(C=CC1)O)C=1C=C2C(=NN1)NC[C@@H]1N2CCN(C1)C1=NC=C(C=N1)N1CCC(CC1)CN1CCNCC1